CC1(C[C@H](C(N1)=O)CCC(=O)[O-])C 3-[(3R)-5,5-dimethyl-2-oxo-pyrrolidin-3-yl]propanoate